(Diaminomethylene)-1-((1s,4s)-4-((5,5-dimethyl-2,4-dioxoimidazolidin-1-yl)methyl)-4-methylcyclohexyl)-3-(4-hydroxybutyl)pyrimidine-2,4,6(1H,3H,5H)-trione NC(N)=C1C(N(C(N(C1=O)C1CCC(CC1)(C)CN1C(NC(C1(C)C)=O)=O)=O)CCCCO)=O